C(C)(C)N1N=CC(=C1C1=NC=C2N(C(N(C2=N1)CC1=CC=C(C=C1)C=1N(C=C(N1)C(F)(F)F)C)=N)CC(F)(F)F)C 2-(2-isopropyl-4-methyl-pyrazol-3-yl)-9-[[4-[1-methyl-4-(trifluoromethyl)imidazol-2-yl]phenyl]methyl]-7-(2,2,2-trifluoroethyl)purin-8-imine